O1CC[C@@H](C2=C1C=CC=C2)NC(=O)C=2C=NC1=C(C(=CN=C1C2N(C)C)OC)C2=C(C(=CC(=C2)F)F)F N-[(4S)-3,4-dihydro-2H-1-benzopyran-4-yl]-4-(dimethylamino)-7-methoxy-8-(2,3,5-trifluorophenyl)-1,5-naphthyridine-3-carboxamide